Methyl 1-(4-((7-(tert-butoxy)-7-oxoheptyl)oxy)benzyl)-1H-indole-6-carboxylate C(C)(C)(C)OC(CCCCCCOC1=CC=C(CN2C=CC3=CC=C(C=C23)C(=O)OC)C=C1)=O